Cl.N1(CCNCC1)C1=CC=C(O[C@H]2C(NC(CC2)=O)=O)C=C1 |r| (3RS)-3-(4-piperazin-1-ylphenoxy)piperidine-2,6-dione hydrochloride